[5-(4-hexyloxy-1,2,5-thiadiazol-3-yl)-1-methyl-3,6-dihydro-2H-pyridin-1-ium-1-yl]methyl butyl carbonate chloride [Cl-].C(OC[N+]1(CCC=C(C1)C1=NSN=C1OCCCCCC)C)(OCCCC)=O